N,N,4-trimethyl-5-(2-((5-(4-methylpiperazin-1-yl)pyridin-2-yl)amino)pyrimidin-4-yl)thiazol-2-amine CN(C=1SC(=C(N1)C)C1=NC(=NC=C1)NC1=NC=C(C=C1)N1CCN(CC1)C)C